C(C1CO1)OCC1=CC=C(C=C1)N1C(C=CC1=O)=O N-(4-glycidoxymethylphenyl)maleimide